CC1=NN=C(C1N=NC=1SC=CN1)C (3,5-dimethyl-4H-pyrazol-4-yl)-thiazol-2-yl-diazene